C(C1=CC=CC=C1)C1=C(C2=C(N(C(N(C2=O)C2=CC(=CC=C2)C(F)(F)F)=O)C2=CC(=CC=C2)C(F)(F)F)N(C1=O)C)O 6-benzyl-5-hydroxy-8-methyl-1,3-bis[3-(trifluoromethyl)phenyl]pyrido[2,3-d]pyrimidine-2,4,7(1h,3h,8h)-trione